Cl.NCC(C1=CSC=C1)NC1=NC(=CC=C1C(=O)OCC)N1C=NC2=C1C=C(C(=C2)OC)OC ethyl 2-[[2-amino-1-(3-thienyl)ethyl]amino]-6-(5,6-dimethoxybenzimidazol-1-yl)pyridine-3-carboxylate hydrochloride